1,2-dibutyl-pyrazolium C(CCC)[N+]=1N(C=CC1)CCCC